tert-Butyl (S)-{1-[2-(6-vinylbenzo[d]isoxazol-3-yl)phenyl]-2-(pyridine-2-yl)ethyl}carbamate C(=C)C1=CC2=C(C(=NO2)C2=C(C=CC=C2)[C@H](CC2=NC=CC=C2)NC(OC(C)(C)C)=O)C=C1